C(CCCCCCCCCCCCCCC)N1C(=C(C(C2=CC=C(C=C12)OC)=O)OC)C1=CC(=C(C=C1)OC)OC N-hexadecyl-2-(3,4-dimethoxyphenyl)-3,7-dimethoxyquinolin-4-one